FC1=C(C(=O)O)C=CC(=C1)S(N)(=O)=O 2-fluoro-4-sulfamoyl-benzoic acid